2-(1-(2-(6-(trifluoromethyl)imidazo[1,2-a]pyridin-3-yl)pyrimidin-4-yl)piperidin-3-yl)acetamide FC(C=1C=CC=2N(C1)C(=CN2)C2=NC=CC(=N2)N2CC(CCC2)CC(=O)N)(F)F